O=C1N([C@@H](CC1P(OCC)(OCC)=O)C(F)(F)F)S(=O)(=O)C1=CC=C(C)C=C1 Diethyl ((5S)-2-oxo-1-tosyl-5-(trifluoromethyl)pyrrolidin-3-yl)phosphonate